N([C@@H](CCCNC(N)=N)C(=O)O)C(C(=O)[O-])CC(=O)[O-] Arginino-succinate